COC1=C(C=C(C(=N1)N1CCN(CC1)C)NC(C=C)=O)NC1=NC=NC(=C1)N1OCC[C@@H]1C1=CC(=CC=C1)OC1=CC=CC=C1 (R)-N-(6-methoxy-2-(4-methylpiperazin-1-yl)-5-((6-(3-(3-phenoxyphenyl)isoxazolidine-2-yl)pyrimidin-4-yl)amino)pyridin-3-yl)acrylamide